(S)-3-chloro-2-(3-(5-(trifluoromethyl)pyridin-2-yloxy)pyrrolidin-1-yl)benzamide ClC=1C(=C(C(=O)N)C=CC1)N1C[C@H](CC1)OC1=NC=C(C=C1)C(F)(F)F